iridium (phthalate) C(C=1C(C(=O)[O-])=CC=CC1)(=O)[O-].[Ir+3].C(C=1C(C(=O)[O-])=CC=CC1)(=O)[O-].C(C=1C(C(=O)[O-])=CC=CC1)(=O)[O-].[Ir+3]